OC1=C(C=C(C=C1C(C)(C)C)C(C)(C)C)N1N=C2C(=N1)C=CC=C2 2-(2'-hydroxy-3,5'-di-tert-butylphenyl)benzotriazole